O=C1NC(CCC1N1C(C2=CC=C(C=C2C1=O)C1(CCN(CC1)CC=1C=C2C=NN(C2=CC1)C)O)=O)=O 2-(2,6-dioxopiperidin-3-yl)-5-{4-hydroxy-1-[(1-methyl-1H-indazol-5-yl)methyl]piperidin-4-yl}-2,3-dihydro-1H-isoindole-1,3-dione